ClC1=C(C(=O)N2CCN(CC2)C(=O)OC(C)(C)C)C=CC(=C1)NC(=O)C=1N(C(=CN1)C1=C(C(=C(C=C1)OC)F)Cl)C tert-butyl 4-[2-chloro-4-[[5-(2-chloro-3-fluoro-4-methoxy-phenyl)-1-methyl-imidazole-2-carbonyl]amino]benzoyl]piperazine-1-carboxylate